2-[[[(2S)-2-hydroxy-2-[(5S)-2-oxo-3-(3-oxo-4H-1,4-benzoxazin-6-yl)-1,3-oxazolidin-5-yl]ethyl]amino]methyl]-2,3-dihydro-1H-indene-4-carbonitrile O[C@@H](CNCC1CC=2C=CC=C(C2C1)C#N)[C@@H]1CN(C(O1)=O)C=1C=CC2=C(NC(CO2)=O)C1